(1R,5S,6r)-N-(1-methylcyclobutyl)-3-azabicyclo[3.1.0]hexane-6-carboxamide hydrochloride salt Cl.CC1(CCC1)NC(=O)C1[C@H]2CNC[C@@H]12